1-[(3-cyanopiperidin-2-yl)methyl]-3-methyl-7-(2-butyn-1-yl)-8-(3-(R)-aminopiperidin-1-Yl)-xanthine C(#N)C1C(NCCC1)CN1C(=O)N(C=2N=C(N(C2C1=O)CC#CC)N1C[C@@H](CCC1)N)C